tert-butyl N-(5-amino-3-methyl-6-(3-(2-oxo-6-[(1,2,3,4-tetrahydroquinolin-1-yl)methyl]-1,2-dihydropyridin-1-yl)prop-1-yn-1-yl)pyridin-2-yl)-N-[(tert-butoxy)carbonyl]carbamate NC=1C=C(C(=NC1C#CCN1C(C=CC=C1CN1CCCC2=CC=CC=C12)=O)N(C(OC(C)(C)C)=O)C(=O)OC(C)(C)C)C